2,5-dichloro-4-(4-chlorophenyl)pyrimidine ClC1=NC=C(C(=N1)C1=CC=C(C=C1)Cl)Cl